C(C)OCCN1N=CC(=C1)NC=1SC=C(N1)C=1C=CC(=NC1)N1C(NCC1)=O 1-(5-{2-[1-(2-Ethoxy-ethyl)-1H-pyrazol-4-ylamino]-thiazol-4-yl}-pyridin-2-yl)-imidazolidin-2-one